CC1(CC=2C(CCCC2CC1C)(C)C)C(C)=O 1-(1,2,3,4,5,6,7,8-Octahydro-2,3,8,8-tetramethyl-2-naphthyl)ethan-1-on